C(C)(=O)Cl ethanoyl chloride